bis(4-cyanato-phenyl) sulfide O(C#N)C1=CC=C(C=C1)SC1=CC=C(C=C1)OC#N